4-(allyloxy)-2,6-dimethylheptane C(C=C)OC(CC(C)C)CC(C)C